COC(=O)C=1C=CC2=C(N(C(=N2)C=C2CCNCC2)C[C@H]2OCC2)C1 (S)-1-(oxetan-2-ylmethyl)-2-(piperidin-4-ylidenemethyl)-1H-benzo[d]imidazole-6-carboxylic acid methyl ester